(3S)-3-({7-bromo-2-[4-methoxy-2-(trifluoromethoxy)phenyl][1,2,4]triazolo[1,5-c]quinazolin-5-yl}amino)azepan-2-one BrC1=CC=CC=2C=3N(C(=NC12)N[C@@H]1C(NCCCC1)=O)N=C(N3)C3=C(C=C(C=C3)OC)OC(F)(F)F